N-(Cyclopropylmethyl)-3-[[(1R)-1-(3,6-dimethyl-4-oxo-2-phenyl-chromen-8-yl)ethyl]amino]pyridine-2-carboxamide C1(CC1)CNC(=O)C1=NC=CC=C1N[C@H](C)C=1C=C(C=C2C(C(=C(OC12)C1=CC=CC=C1)C)=O)C